FC=1C=C(C=CC1OC)C1=CN=C2N1C=CN=C2NC2=CC(=C(C(=O)N1C[C@@H]([C@@H](CC1)C(=O)NCCNC)O)C=C2)C |r| rac-(3R,4R)-1-[4-[[3-(3-fluoro-4-methoxyphenyl)imidazo[1,2-a]pyrazin-8-yl]amino]-2-methylbenzoyl]-3-hydroxy-N-[2-(methyl-amino)ethyl]piperidine-4-carboxamide